(S)-1-(4-(((1,1-dioxidotetrahydrothiophen-3-yl)amino)methyl)phenyl)-3-(4-methoxybenzyl)urea O=S1(C[C@H](CC1)NCC1=CC=C(C=C1)NC(=O)NCC1=CC=C(C=C1)OC)=O